NC1=CC=C(C=C1)CC(=O)O p-aminophenylethanoic acid